C(C)OC1=CSC(=C1)C1=NC=NC(=C1)NCCC1=C(C2=CC=CC=C2C=C1)C 3-Ethoxy-5-{6-[2-(1-methyl-naphthalen-2-yl)-ethylamino]-pyrimidin-4-yl}-thiophene